NCCCCC1=C(C=2C(=CNC2C=C1)C)O 5-(4-Aminobutyl)-3-methyl-1H-indol-4-ol